8-chloro-3-(methoxymethyl)-1,3,5-trimethyl-pyrrolo[3,2-g]phthalazin-2-one ClC1=NN=C(C2=CC3=C(C=C12)N(C(C3(C)COC)=O)C)C